ClC1=NC=C(C(=C1)C1=CN(C(C=C1C(=O)O)=O)C)OC 2'-chloro-5'-methoxy-1-methyl-6-oxo-1,6-dihydro-[3,4'-bipyridine]-4-carboxylic acid